1-(3-chloro-6-methylpyrazin-2-yl)methanamine ClC=1C(=NC(=CN1)C)CN